N-(tert-butyl)-3-((2-((4-(4-((2-((2,6-dioxopiperidin-3-yl)amino)benzyl)(methyl)amino)piperidin-1-yl)phenyl)amino)-5-methylpyrimidin-4-yl)amino)benzenesulfonamide C(C)(C)(C)NS(=O)(=O)C1=CC(=CC=C1)NC1=NC(=NC=C1C)NC1=CC=C(C=C1)N1CCC(CC1)N(C)CC1=C(C=CC=C1)NC1C(NC(CC1)=O)=O